5-ethynyl-6-fluoronaphthalen-2-yl dimethylcarbamate CN(C(OC1=CC2=CC=C(C(=C2C=C1)C#C)F)=O)C